COC1=C(C=C(C=2OCCOC21)OC)C(C)=O 1-(5,8-dimethoxy-2,3-dihydrobenzo[b][1,4]dioxin-6-yl)ethanone